6-[1-(2,2-difluoroethyl)-1H-pyrazolo[3,4-b]pyrazin-6-yl]-2-[4-(trifluoromethyl)benzoyl]-2,6-diazaspiro[3.4]octane FC(CN1N=CC=2C1=NC(=CN2)N2CC1(CN(C1)C(C1=CC=C(C=C1)C(F)(F)F)=O)CC2)F